FC(C(=O)O)(F)F.N1CCC(CC1)N1N=CC2=C(C=CC=C12)N1C(NC(CC1)=O)=O 1-(1-(Piperidin-4-yl)-1H-indazol-4-yl)dihydropyrimidine-2,4(1H,3H)-dione 2,2,2-trifluoroacetic acid salt